ClC1=CC=C(C=C1)[C@H]1O[C@@H](C(N([C@H]1C1=CC=C(C=C1)Cl)[C@H](CCC(=O)OCC)CCC)=O)CC1=CC=C(C=C1)F (S)-ethyl 4-((2R,3S,6R)-2,3-bis(4-chlorophenyl)-6-(4-fluorobenzyl)-5-oxomorpholino)heptanoate